2-(1,3-dihydroisoindol-2-yl)-8-(1-hydroxyethyl)-3-(oxan-4-yl)-6-(trifluoromethyl)quinazolin-4-one C1N(CC2=CC=CC=C12)C1=NC2=C(C=C(C=C2C(N1C1CCOCC1)=O)C(F)(F)F)C(C)O